C(C)(=O)OC1N(CCNCCN(C1)CC(=O)O)CC(=O)O 2-acetoxy-1,4,7-triazacyclononane-1,4-di-acetic acid